N-(2-((2'-fluoro-[1,1'-biphenyl]-4-yl)oxy)ethyl)-6-methylnicotinamide FC1=C(C=CC=C1)C1=CC=C(C=C1)OCCNC(C1=CN=C(C=C1)C)=O